1,3-diaminotriazole NN1NN(C=C1)N